N-(4-((4-((5-azido-7-(butylamino)-2H-pyrazolo[4,3-d]pyrimidin-2-yl)methyl)-3,5-dimethoxybenzyl)(methyl)amino)-4-oxobutyl)stearamide N(=[N+]=[N-])C=1N=C(C=2C(N1)=CN(N2)CC2=C(C=C(CN(C(CCCNC(CCCCCCCCCCCCCCCCC)=O)=O)C)C=C2OC)OC)NCCCC